BrC(C)C=1C=C(C=C2C(N(C(=NC12)N1CCC(CC1)(C)C)C)=O)F 8-(1-bromoethyl)-2-(4,4-dimethylpiperidin-1-yl)-6-fluoro-3-methylquinazolin-4(3H)-one